FC1=C(C(=CC=C1)OC)C1=CC2=CN(N=C2C=C1)C1=CN(C=C1)C(C=C)=O 1-(3-(5-(2-fluoro-6-methoxyphenyl)-2H-indazol-2-yl)pyrrol-1-yl)prop-2-en-1-one